OC1(CC(C1)(C#N)C)C1=CC=2C(=NC(=CC2)C2=CC=3C(N=C2)=NN(C3)C)S1 3-hydroxy-1-methyl-3-(6-(2-methyl-2H-pyrazolo[3,4-b]pyridin-5-yl)thieno[2,3-b]pyridin-2-yl)cyclobutanecarbonitrile